4-(Isopropylamino)-3-(5-(piperazin-1-yl)-1,3,4-thiadiazol-2-yl)-5H-pyrido[3,2-b]indole-7-carbonitrile C(C)(C)NC1=C(C=NC2=C1NC=1C=C(C=CC21)C#N)C=2SC(=NN2)N2CCNCC2